(1-(2-morpholin-4-ylethyl)indol-3-yl)-4-methylnaphthalen-1-yl-methanone N1(CCOCC1)CCN1C=C(C2=CC=CC=C12)C(=O)C1=CC=C(C2=CC=CC=C12)C